1H-benzo[d]imidazole-5-carboxamide hydrochloride Cl.N1C=NC2=C1C=CC(=C2)C(=O)N